ClC=1C=C(C=CC1OC1=CC(=CC=C1)C(F)(F)F)NC=1C2=C(N=CN1)C=CN2CCNC(CC(C)(C)O)=O N-[2-[4-[3-chloro-4-[3-(trifluoromethyl)phenoxy]phenylamino]-5H-pyrrolo[3,2-d]pyrimidin-5-yl]ethyl]-3-hydroxy-3-methylbutanamide